N(=C=S)C1(C(C#N)C=CC=C1)C(F)(F)F 2-Isothiocyanato-2-(trifluoromethyl)benzonitrile